C(C)(C)C1=CSC2=C1N=CN=C2N 7-isopropyl-thieno[3,2-d]Pyrimidin-4-amine